C(\C=C\C1=CC(OC)=C(O)C=C1)(=O)[O-].[Na+] Natrium ferulat